C(=O)(C=C)N(CCS(=O)(=O)O)C N-acryl-methyl-taurine